C1CNCCC12CCC(CC2)CCCO 3-(3-azaspiro[5.5]undecan-9-yl)propan-1-ol